bis-ethylmaleimide C(C)C1=C(C(=O)NC1=O)CC